ClC1=C2C=CC=NC2=CC=C1CC(=O)N1CCC(CC1)N1C(NC2=C1C(=CC=C2)C(F)(F)F)=O 1-(1-(2-(5-chloroquinolin-6-yl)acetyl)piperidin-4-yl)-7-(trifluoromethyl)-1,3-dihydro-2H-benzo[d]imidazol-2-one